N(C(=O)C)CCC1=CC(=CC2=CC=C(C=C12)OC1CC1)B(O)O (4-(2-Acetaminoethyl)-6-cyclopropyloxynaphthalen-2-yl)boronic acid